C(CCC)(=O)OCC\C=C/CC CIS-3-HEXENYL BUTYRATE